3-{[(1,2-Oxazol-3-yl)amino]methyl}benzene-1,2-diamine O1N=C(C=C1)NCC1=C(C(=CC=C1)N)N